FC1=C(C(=CC=C1N1C=CC=C1)F)[Ti] (2,6-difluoro-3-(pyrrol-1-yl)phenyl)titanium